1-(3-(3-aminopyrrolidin-1-yl)propyl)-3-(4-(2-(4-methoxyphenyl)propan-2-yl)thiazol-2-yl)urea NC1CN(CC1)CCCNC(=O)NC=1SC=C(N1)C(C)(C)C1=CC=C(C=C1)OC